5-methoxypicolinic acid COC=1C=CC(=NC1)C(=O)O